N[C@H](C(=O)[O-])CCCC[N+](C)(C)C (S)-2-amino-6-(trimethylammonio)Hexanoate